(E)-1-(4-methoxyphenyl)-2-hepten-1-one COC1=CC=C(C=C1)C(\C=C\CCCC)=O